CC1=NC(C2=CC=CC=C12)=O methyl-3-oxoisoindol